N-cyclopropyl-5-fluoro-N-isopropyl-2-((4-(7-(((2S,5R)-5-((1-methylethyl)sulfonamido)tetrahydro-2H-pyran-2-yl)methyl)-2,7-diazaspiro[3.5]nonan-2-yl)pyrimidin-5-yl)oxy)benzamide C1(CC1)N(C(C1=C(C=CC(=C1)F)OC=1C(=NC=NC1)N1CC2(C1)CCN(CC2)C[C@H]2OC[C@@H](CC2)NS(=O)(=O)C(C)C)=O)C(C)C